N-((6-chloro-3-pyridinyl)methyl)-1-(((3S)-1-((3-cyano-1-azetidinyl)sulfonyl)-3-piperidinyl)carbonyl)-D-prolinamide ClC1=CC=C(C=N1)CNC([C@@H]1N(CCC1)C(=O)[C@@H]1CN(CCC1)S(=O)(=O)N1CC(C1)C#N)=O